NC1=CNC=CC=C1O 3-amino-azepin-4-ol